BrC=1C=C(C=C(C1)[N+](=O)[O-])C[C@@H](C(=O)OC)NC(=O)OC(C)(C)C methyl (2S)-3-(3-bromo-5-nitrophenyl)-2-[(tert-butoxycarbonyl)amino]propanoate